CC1=C(C(=CC(=C1)C)C)\N=C\C1=CC=CC(=N1)NC1=NC=CC=C1 (E)-6-((2,4,6-trimethylphenyl)imino)methyl-N-(pyridin-2-yl)pyridin-2-amine